FC=1C=C(OCCN(CC[C@@H](C(=O)O)NC2=CN(C3=CC=CC=C23)C)CCCCC2=NC=3NCCCC3C=C2)C=C(C1)F (S)-4-((2-(3,5-difluorophenoxy)ethyl)(4-(5,6,7,8-tetrahydro-1,8-naphthyridin-2-yl)butyl)amino)-2-((1-methyl-1H-indol-3-yl)amino)butanoic acid